sodium carbonate manganese(III) [Mn+3].C([O-])([O-])=O.[Na+].C([O-])([O-])=O